C(C)(C)(C)[C@]1(N(CC(C1)(O)C=1C(=NC=CC1)Br)C(=O)OC[C@]1(C(C1)(F)F)COC1=NC2=C(C=C(C=C2C(=N1)OC(C)(C)C)F)F)C (R)-(1-(((4-(tert-butoxy)-6,8-difluoroquinazolin-2-yl)oxy)methyl)-2,2-difluorocyclopropyl)methanol tert-butyl-(2S)-4-(2-bromopyridin-3-yl)-4-hydroxy-2-methylpyrrolidine-1-carboxylate